OC(CC(=O)SCCNC(CCNC([C@@H](C(COP(OP(OC[C@@H]1[C@H]([C@H]([C@@H](O1)N1C=NC=2C(N)=NC=NC12)O)OP(=O)(O)O)(=O)O)(=O)O)(C)C)O)=O)=O)(CC(=O)O)C anti-3-hydroxy-3-methyl-glutaryl-coenzyme A